tert-butyl ((R)-1-((S)-4-((4S,5S)-4-methyl-5-phenyl-4,5-dihydrooxazol-2-yl)-2-((thiophen-2-ylmethyl)carbamoyl)piperazin-1-yl)-1-oxo-6-(piperidin-1-yl)hexan-2-yl)carbamate C[C@@H]1N=C(O[C@H]1C1=CC=CC=C1)N1C[C@H](N(CC1)C([C@@H](CCCCN1CCCCC1)NC(OC(C)(C)C)=O)=O)C(NCC=1SC=CC1)=O